methyl (S)-4-(1-(2-chlorophenyl)ethoxy)-3-formylbenzoate ClC1=C(C=CC=C1)[C@H](C)OC1=C(C=C(C(=O)OC)C=C1)C=O